ClC=1C(=C(C=C(C1Cl)Cl)O)C=1CCNCC1 3,4,5-trichloro-2-(1,2,3,6-tetrahydropyridin-4-yl)phenol